ClC=1C=CC(=C(C1)NC(=O)NC1CN(C1)C1=CC(=C(C=2CCOC21)[C@@H]2C(NC(CC2)=O)=O)F)F (R)-1-(5-chloro-2-fluorophenyl)-3-(1-(4-(2,6-dioxopiperidin-3-yl)-5-fluoro-2,3-dihydrobenzofuran-7-yl)azetidin-3-yl)urea